CS(=O)(=O)N1[C@@H](CCC1)C(=O)O methylsulfonylproline